N1=CC(=CC=C1)S(=O)(=O)NN pyridine-3-sulfonyl-hydrazine